(3aS,5S,6aR)-2-((S)-2-(3,5-difluoro-4-hydroxyphenyl)-2-hydroxyethyl)-5-phenoxyhexahydrocyclopenta[c]pyrrol-3a(1H)-ol FC=1C=C(C=C(C1O)F)[C@@H](CN1C[C@@H]2[C@](C1)(C[C@H](C2)OC2=CC=CC=C2)O)O